2,4,6-trifluoro-N-(2-methoxy-5-(4-(1,2,3,6-tetrahydropyridin-4-yl)pyrido[3,2-d]pyrimidin-6-yl)pyridin-3-yl)benzenesulfonamide trifluoroacetate FC(C(=O)O)(F)F.FC1=C(C(=CC(=C1)F)F)S(=O)(=O)NC=1C(=NC=C(C1)C=1C=CC=2N=CN=C(C2N1)C=1CCNCC1)OC